ethyl 1-(1-(6-fluoro-5-methylpyridin-3-yl)ethyl)-1H-1,2,3-triazole-4-carboxylate FC1=C(C=C(C=N1)C(C)N1N=NC(=C1)C(=O)OCC)C